ClC1=CC=C(C=C1)C=1C(=NC=CC1C=1C=NN(C1)CC1=CC=C(C=C1)C(F)(F)F)N 3-(p-chlorophenyl)-4-(1-{[p-(trifluoromethyl)phenyl]methyl}-1H-pyrazol-4-yl)-2-pyridylamine